3-((3-(trifluoromethyl)pyridin-2-yl)oxy)propionamide FC(C=1C(=NC=CC1)OCCC(=O)N)(F)F